3-(3-(4-(4-fluorobenzyl)piperidin-1-yl)-3-oxopropyl)benzo[4,5]thieno[3,2-d]pyrimidin-4(3H)-one FC1=CC=C(CC2CCN(CC2)C(CCN2C=NC3=C(C2=O)SC2=C3C=CC=C2)=O)C=C1